4-(4-chloro-8-fluoro-2-isopropylquinolin-6-yl)piperazine-1-carboxylic acid tert-butyl ester C(C)(C)(C)OC(=O)N1CCN(CC1)C=1C=C2C(=CC(=NC2=C(C1)F)C(C)C)Cl